2-chloro-4,5-dimethyl-6-[[4-[1-methyl-4-(trifluoromethyl)imidazol-2-yl]phenyl]methoxy]pyrimidine ClC1=NC(=C(C(=N1)C)C)OCC1=CC=C(C=C1)C=1N(C=C(N1)C(F)(F)F)C